N1=CN=C(C2=C1SC1=C2CCC1)N1N=C(N=C1N)N 1-(6,7-dihydro-5H-cyclopenta[4,5]Thieno[2,3-d]Pyrimidin-4-yl)-1H-1,2,4-triazole-3,5-diamine